3-[(methylthio)thioxomethoxy]cyclobutanecarboxylate CSC(OC1CC(C1)C(=O)[O-])=S